(R)-N-methyl-5-(10-methyl-11-oxo-1,2,4,4a,5,6,11,14-octahydro-3H,12H-pyrazino[1',2':5,6][1,5]oxazocino[2,3-g]quinolin-3-yl)picolinamide CNC(C1=NC=C(C=C1)N1C[C@@H]2N(CC3=C(C=C4C=C(C(NC4=C3)=O)C)OCC2)CC1)=O